4-((2,2-Dimethylpent-4-yn-1-yl)oxy)-3-(3-iodophenyl)-3-methylbutan-2-one CC(COCC(C(C)=O)(C)C1=CC(=CC=C1)I)(CC#C)C